N(=[N+]=[N-])C=1C=CC(=C(C(=O)OCC2=CC(=C(C=C2)CO)[N+](=O)[O-])C1)[N+](=O)[O-] 4-(hydroxymethyl)-3-nitrobenzyl 5-azido-2-nitrobenzoate